2-(5-(1-((3R,4R)-3-fluoropiperidin-4-yl)vinyl)pyrazin-2-yl)-5-(1H-imidazol-1-yl)phenol F[C@H]1CNCC[C@@H]1C(=C)C=1N=CC(=NC1)C1=C(C=C(C=C1)N1C=NC=C1)O